The molecule is an organophosphate oxoanion that is the conjugate base of glycerophosphoglycerol; major species at pH 7.3. It is a conjugate base of a glycerophosphoglycerol. C(C(COP(=O)([O-])OCC(CO)O)O)O